NC1=CC=C(C=N1)CN1CC2CN(C2C1)C(=O)OC(C)(C)C tert-butyl 3-((6-aminopyridin-3-yl)methyl)-3,6-diazabicyclo[3.2.0]heptane-6-carboxylate